C1(=CC=CC=C1)N(C(O)=O)C1=NC2=C(N1)C=CC(=C2)C2=NNC(C1=CC=CC(=C21)F)=O.N2(CCCCC2)C(=O)C=2C=C1CCCNC1=CC2 piperidin-1-yl-(1,2,3,4-tetrahydroquinolin-6-yl)methanone Phenyl-(5-(8-fluoro-4-oxo-3,4-dihydrophthalazin-1-yl)-1H-benzimidazol-2-yl)carbamate